FC1=NN2C(N=CC3=C2C2(CCOCC2)CC3)=C1 2-fluoro-2',3',5',6,6',7-hexahydrospiro[cyclopenta[e]pyrazolo[1,5-a]pyrimidine-8,4'-pyran]